ClC1=C(C=C(C=2C(=C3N(C12)CCN(C3)C(C)=O)C=3C=NNC3)NCCCO)Cl 1-[6,7-Dichloro-9-(3-hydroxypropylamino)-10-(1H-pyrazol-4-yl)-3,4-dihydro-1H-pyrazino[1,2-a]indol-2-yl]ethanone